N-(2-(2-(2-(3-(4,4'-dimethoxytrityl)oxy-2-hydroxypropoxy)ethoxy)ethoxy)ethyl)-2-(9-(N-trifluoroacetyl-2-aminoethoxy)-1,3-diaza-2-oxophenoxazin-3-yl)acetamide COC1=CC=C(C(C2=CC=C(C=C2)OC)(C2=CC=CC=C2)OCC(COCCOCCOCCNC(CN2C(N=C3NC4=C(C=CC=C4OC3=C2)OCCNC(C(F)(F)F)=O)=O)=O)O)C=C1